tert-butyl 3-(aminomethyl)oxane-3-carboxylate NCC1(COCCC1)C(=O)OC(C)(C)C